tert-butyl 2-(tert-butoxycarbonylamino)-4-cyclopentylbutyrate C(C)(C)(C)OC(=O)NC(C(=O)OC(C)(C)C)CCC1CCCC1